5-bromo-9-chloro-12,12-dimethyl-benzo[a]thioxanthene BrC1=C2C(=C3C(C4=CC=C(C=C4SC3=C1)Cl)(C)C)C=CC=C2